glyceryl trilaurate CCCCCCCCCCCC(=O)OCC(COC(=O)CCCCCCCCCCC)OC(=O)CCCCCCCCCCC